C(C)OC(=O)C=1C(OC2=CC=C(C=C2C1)N1N=NC(=C1)C1=CC=C(C=C1)C1=CC=C(C=C1)N)=O Ethyl-6-(4-(4'-amino-[1,1'-biphenyl]-4-yl)-1H-1,2,3-triazol-1-yl)-2-oxo-2H-chromene-3-carboxylate